CSC1=NC=C(C=N1)C(=O)[O-] 2-(methylthio)pyrimidin-5-carboxylate